bismuth sulfide gallium [Ga].[Bi]=S